6-(isopropylamino)nicotinonitrile C(C)(C)NC1=NC=C(C#N)C=C1